C(#N)C=1C(=NC=CC1C)NC#N N-(3-cyano-4-methylpyridin-2-yl)cyanamide